2-(trifluoromethoxy)-phenylalanine FC(OC1=C(C[C@H](N)C(=O)O)C=CC=C1)(F)F